1-(2-(4-isopropylphenyl)-6-methyl-2,3,4,5,5a,6,8,9-octahydro-7H-1,2,5,7-tetraazabenzo[cd]azulen-7-yl)prop-2-en-1-one C(C)(C)C1=CC=C(C=C1)N1N=C2CCN(C(C3C2=C1CCN3)C)C(C=C)=O